C(C)C1=C(CN2C[C@H](CC2)C(=O)O)C=CC(=C1)/C(/C)=N/OCC1=CC(=C(C=C1)C1CCCCC1)C (S,E)-1-(2-ethyl-4-(1-(((4-cyclohexyl-3-methylbenzyl)oxy)imino)ethyl)benzyl)pyrrolidine-3-carboxylic acid